4-Benzyl-2,3-dihydro-1,4-benzothiazine-6-carbaldehyde C(C1=CC=CC=C1)N1CCSC2=C1C=C(C=C2)C=O